CN(CC(=O)NCCC1=CC=C(C=C1)S(N)(=O)=O)C1=CC=C(C2=NON=C21)[N+](=O)[O-] 2-(Methyl-(7-nitrobenzo[c][1,2,5]oxadiazol-4-yl)amino)-N-(4-sulfamoylphenethyl)acetamide